ClC1=C(C=2N=C(N=C(C2C=N1)N1[C@@H]2[C@H]([C@@H]2COCC1)F)OC([2H])([2H])[C@]12CCCN2C[C@@H](C1)F)F (1S,7S,8S)-2-(7-chloro-8-fluoro-2-(((2R,7aS)-2-fluorotetrahydro-1H-pyrrolizin-7a(5H)-yl)methoxy-d2)pyrido[4,3-d]pyrimidin-4-yl)-8-fluoro-5-oxa-2-azabicyclo[5.1.0]octane